FC=1C(=NC(=NC1)NC1CCC(CC1)NCCOC)C=1C=C2C(CN=CC2=CC1)(C)C 6-(5-Fluoro-2-(((1r,4r)-4-((2-methoxyethyl)amino)cyclohexyl)amino)pyrimidin-4-yl)-4,4-Dimethyl-3,4-dihydroisoquinolin